ClC(CCOCC(COCCC(=O)Cl)(COCCC(=O)Cl)CC)=O 3'-[[2-[(3-chloro-3-oxopropoxy)methyl]-2-ethyl-1,3-propanediyl]bis(oxy)]bis-propionyl chloride